C(C1=CC=CC=C1)N1CCN(CC1)S(=O)(=O)C(C)C1=CC=2NC3=CC=CC=C3SC2C=C1 2-(1-((4-Benzylpiperazin-1-yl)sulfonyl)ethyl)-10H-phenothiazine